ClC=1C(=NC(=NC1)N[C@@H]1C[C@H](CC1)NCCCCCCNC(COC1=C2C(N(C(C2=CC=C1)=O)C1C(NC(CC1)=O)=O)=O)=O)C1=CNC2=CC=CC=C12 N-(6-(((1S,3S)-3-((5-chloro-4-(1H-indol-3-yl)pyrimidin-2-yl)amino)cyclopentyl)amino)hexyl)-2-((2-(2,6-dioxopiperidin-3-yl)-1,3-dioxoisoindoline-4-yl)oxy)acetamide